N-[(3S,4R)-4-Ethoxytetrahydrofuran-3-yl]-6-(4-fluorophenyl)-8-methoxy-quinazolin-4-amine C(C)O[C@@H]1[C@H](COC1)NC1=NC=NC2=C(C=C(C=C12)C1=CC=C(C=C1)F)OC